NC1=NC=NN2C1=C(C=C2C=2C=C(C(=NC2)OC)C(=O)N[C@@H]2CN(C[C@@H]2F)S(=O)(=O)C(C(F)(F)F)C2=CC=CC=C2)C(F)(F)F 5-[4-amino-5-(trifluoromethyl)pyrrolo[2,1-f][1,2,4]triazin-7-yl]-N-[(3R,4S)-4-fluoro-1-(2,2,2-trifluoro-1-phenylethanesulfonyl)pyrrolidin-3-yl]-2-methoxypyridine-3-carboxamide